1-[chloro(4-methoxyphenyl)benzyl]methyl chloride ClC(C1=CC=CC=C1)(CCl)C1=CC=C(C=C1)OC